FC=1C(=CC(=NC1)OC)C1=CC(=NN1)C(=O)N1C2(CC2)CC(CC1)C(=O)NCC12CCC(C1)(C2)O 4-(5-(5-fluoro-2-methoxypyridin-4-yl)-1H-pyrazole-3-carbonyl)-N-((4-hydroxy-bicyclo[2.1.1]hexane-1-yl)methyl)-4-azaspiro[2.5]octane-7-carboxamide